1-(3-methoxycyclobutyl)-1H-pyrazol COC1CC(C1)N1N=CC=C1